6-Amino-2-fluoro-3-((1s,4s)-4-hydroxy-1',2'-dihydrospiro[cyclohexane-1,3'-pyrrolo[2,3-b]pyridin]-5'-yl)-N,N-dimethylbenzamide NC1=CC=C(C(=C1C(=O)N(C)C)F)C=1C=C2C(=NC1)NCC21CCC(CC1)O